FC(C1=C2CN(C(C2=CC(=C1)C1=CC=C(C=C1)C1CCN(CC1)CC)=O)C(C(=O)NC=1SC=CN1)C1=C2N(C=N1)C[C@@H](C2)F)F |r| 2-[4-(difluoromethyl)-6-[4-(1-ethyl-4-piperidyl)phenyl]-1-oxo-isoindolin-2-yl]-2-[rac-(6R)-6-fluoro-6,7-dihydro-5H-pyrrolo[1,2-c]imidazol-1-yl]-N-thiazol-2-yl-acetamide